C(=C)C1C2C=CC(C1)C2 5-vinylbicyclo-[2.2.1]hept-2-ene